NC1=NC2=C(N1CCC1=CC=C(C=C1)Br)C(=CC(=C2)C(=O)N)OC 2-amino-1-(4-bromophenyl-ethyl)-7-methoxy-1H-benzo[d]imidazole-5-carboxamide